4-(1-methyl-3-((4-(methylcarbamoyl)benzyl)carbamoyl)-1H-indazol-5-yl)benzoic acid CN1N=C(C2=CC(=CC=C12)C1=CC=C(C(=O)O)C=C1)C(NCC1=CC=C(C=C1)C(NC)=O)=O